C(C)[Si](C=1C=C(C=CC1)C(=C)C1=CC=CC=C1)(OC)CC 1-[3-(diethylmethoxysilyl)phenyl]-1-phenylethene